C(#N)C1(CC1)CS(=O)(=O)NC1=C(C=C(C=C1)C1=C2C(=NC(=C1)NC(=O)C1CC1)NC=C2)CC N-(4-(4-(((1-cyanocyclopropyl)methyl)sulfonylamino)-3-ethylphenyl)-1H-pyrrolo[2,3-b]pyridin-6-yl)cyclopropylcarboxamide